2,2,2-Trifluoroethyl (S)-2-amino-3-(5-hydroxy-1H-indol-3-yl)propanoate hydrochloride Cl.N[C@H](C(=O)OCC(F)(F)F)CC1=CNC2=CC=C(C=C12)O